[Br-].C(C)(CC)[Zn+] sec-Butylzinc(II) bromide